4-methyl-1,2,5-Oxadiazole CC=1C=NON1